Cl.Cl.FC=1C=C(CNCCC2=NNC3=CC=C(C=C23)OC)C=CC1 N-(3-fluorobenzyl)-2-(5-methoxy-1H-indazol-3-yl)ethan-1-amine dihydrochloride